myristyl laurate myristyl-laurate myristyl-linoleate C(CCCCCCCCCCCCC)OC(CCCCCCC\C=C/C\C=C/CCCCC)=O.C(CCCCCCCCCCCCC)OC(CCCCCCCCCCC)=O.C(CCCCCCCCCCC)(=O)OCCCCCCCCCCCCCC